C=1N=CN2C1C=NC=C2C#N imidazo[1,5-a]pyrazine-5-carbonitrile